FC(COCCOC=1C=NN(C1)C12CC(C1)(C2)N)(F)F 3-{4-[2-(2,2,2-trifluoroethoxy)ethoxy]-1H-pyrazol-1-yl}bicyclo[1.1.1]pentan-1-amine